2-(4-pyridyl)-benzimidazole N1=CC=C(C=C1)C=1NC2=C(N1)C=CC=C2